C(C1=CC=CC=C1)S(=O)(=O)N(C(C(=C)C)=O)C1=CC(=CC=C1)C(F)(F)F N-toluenesulfonyl-N-(3-(trifluoromethyl)phenyl)methacrylamide